4-((3'-(cyclopropylmethoxy)-[1,1'-biphenyl]-4-yl)thio)-1H-1,2,3-triazole-5-carboxylic acid C1(CC1)COC=1C=C(C=CC1)C1=CC=C(C=C1)SC=1N=NNC1C(=O)O